1,3-bis(3-aminopropyl)-1,1,3,3-tetramethyl-disiloxane NCCC[Si](O[Si](C)(C)CCCN)(C)C